N-((1S,3R,5R,7S)-3-hydroxyadamantan-1-yl)acetamide tert-butyl-(2R)-2-formylmorpholine-4-carboxylate C(C)(C)(C)OC(=O)N1C[C@@H](OCC1)C=O.OC12CC3(C[C@H](C[C@@H](C1)C3)C2)NC(C)=O